7-(2-(methylsulfonyl)-5-vinylbenzoylamino)-2,3-dihydrobenzo[b][1,4]dioxine-6-carboxylic acid CS(=O)(=O)C1=C(C(=O)NC=2C(=CC3=C(OCCO3)C2)C(=O)O)C=C(C=C1)C=C